C1(OCCC2=CC=CC=C12)C(=O)NC(C(=O)O)CCN(CCCCC1=NC=2NCCCC2C=C1)CCOC1=CC=CC=C1 2-(isochromane-1-carbonylamino)-4-[2-phenoxyethyl-[4-(5,6,7,8-tetrahydro-1,8-naphthyridin-2-yl)butyl]amino]butanoic acid